racemic-benzophenanthridine C1=CC=CC2=NC=C3C=CC4=C(C3=C12)C=CC=C4